COC(C(=O)N([C@@H](C)C1=NC=CC=C1)CC=1C=CC2=C(N=CS2)C1)=O (S)-2-((benzo[d]thiazol-5-ylmethyl)(1-(pyridin-2-yl)ethyl)amino)-2-oxoacetic acid methyl ester